bis(3,4,4-trifluoro-3-buten-1-yl) trithiocarbonate C(SCCC(=C(F)F)F)(SCCC(=C(F)F)F)=S